[C@H]12[C@H](NC[C@@H]2C1)C(=O)N1CCC(CC1)C(=O)C1=C(N(C2=CN=CC=C21)C2=C(C(=O)N(CC(F)(F)F)C(C)C)C=C(C=C2)F)C 2-(3-(1-((1S,2S,5R)-3-Azabicyclo[3.1.0]hexane-2-carbonyl)piperidine-4-carbonyl)-2-methyl-1H-pyrrolo[2,3-c]pyridin-1-yl)-5-fluoro-N-isopropyl-N-(2,2,2-trifluoroethyl)benzamide